N-(3-(pyridin-4-ylamino)phenyl)-4-(quinolin-5-ylamino)benzamide N1=CC=C(C=C1)NC=1C=C(C=CC1)NC(C1=CC=C(C=C1)NC1=C2C=CC=NC2=CC=C1)=O